2,6-diethyl-1,4-phenylenediamine C(C)C1=C(C(=CC(=C1)N)CC)N